CCC(=O)C1=CC(=C(C=C1OC)OC)OC 2,4,5-trimethoxypropiophenone